cyclopropyl(1H-imidazole-4-yl)methanone C1(CC1)C(=O)C=1N=CNC1